C(C)(C)(C)OC(=O)N[C@H](CCCCNC(=O)OCC1=CC=CC=2C3=CC=CC=C3CC12)C(=O)O N-tert-butyloxycarbonyl-N'-fluorenylmethoxycarbonyl-D-lysine